5,6-difluoro-3-[4-methyl-2H,3H-pyrido[3,2-b][1,4]oxazin-6-yl]-1-(oxan-2-yl)indazole FC=1C=C2C(=NN(C2=CC1F)C1OCCCC1)C=1C=CC=2OCCN(C2N1)C